methyl 2-bromo-5-((4-(((trans)-4-cyanotetrahydro-2H-pyran-3-yl)amino)-5-methylpyrimidin-2-yl)amino)-3-methylbenzoate BrC1=C(C(=O)OC)C=C(C=C1C)NC1=NC=C(C(=N1)N[C@@H]1COCC[C@H]1C#N)C